N1-(4-pentylphenyl)cyclohexane-1,4-diamine C(CCCC)C1=CC=C(C=C1)NC1CCC(CC1)N